C(C)(C)(C)C1=CC=C(C=C1)C(C(=O)OCC)C#N ethyl 2-(4-tert-butyl (phenyl))-2-cyanoacetate